FC1=CC(=NC(=C1)N1CCCC1)C1=C(C=NC(=N1)C=1N=CSC1)C 4-[6-(4-fluoro-6-pyrrolidin-1-yl-2-pyridyl)-5-methylpyrimidin-2-yl]thiazole